tert-Butyl (7-hydroxyheptyl)(methyl)carbamate OCCCCCCCN(C(OC(C)(C)C)=O)C